N=1NN=NC1C1=C(C=CC=C1)C1=NC(=CC(=C1)NC(C(C1=CC=CC=C1)F)=O)N(CCC)CC1=CC=CC=C1 N-(2-(2-(2H-tetrazol-5-yl)phenyl)-6-(benzyl(propyl)amino)pyridin-4-yl)-2-fluoro-2-phenylacetamide